N-[(2-Amino-3-pyridyl)sulfonyl]-6-[1-methyl-3-(trifluoromethyl)pyrazol-4-yl]-2-[(4S)-2,2,4-trimethylpyrrolidin-1-yl]pyridin-3-carboxamid NC1=NC=CC=C1S(=O)(=O)NC(=O)C=1C(=NC(=CC1)C=1C(=NN(C1)C)C(F)(F)F)N1C(C[C@@H](C1)C)(C)C